methyl 4-[(1S)-1-[[1-tetrahydropyran-2-yl-4-[[4-(trifluoromethyl)phenyl]methyl]indazole-3-carbonyl]amino]ethyl]benzoate O1C(CCCC1)N1N=C(C2=C(C=CC=C12)CC1=CC=C(C=C1)C(F)(F)F)C(=O)N[C@@H](C)C1=CC=C(C(=O)OC)C=C1